[Si].C[SiH](O)C dimethyl-silanol silicon